C12N(CC(NC1)CC2)C2=NC(=NC1=CC=C(C=C21)C)N2CCS(C1=C(C2)C=CC=C1)=NC1CC1 4-(4-(2,5-diazabicyclo[2.2.2]oct-2-yl)-6-methylquinazolin-2-yl)-1-(cyclopropylimino)-2,3,4,5-tetrahydro-benzo[f][1,4]thiazepine